O=C1N(CC2N(CCN(C2)C(=O)OC(C)(C)C)C1)C1=CC=C(C=C1)C(F)(F)F tert-butyl 7-oxo-8-(4-(trifluoromethyl)phenyl)octahydro-2H-pyrazino[1,2-a]pyrazine-2-carboxylate